5-(benzoyloxy)-4-(2,4-dichlorophenyl)-1-phenyl-3-(trifluoromethyl)-4,5-dihydro-1H-pyrazolo[4,3-f][1,4]oxazepin C(C1=CC=CC=C1)(=O)ON1C=COC2=C(C1C1=C(C=C(C=C1)Cl)Cl)C(=NN2C2=CC=CC=C2)C(F)(F)F